tin tartrate salt C(=O)([O-])C(O)C(O)C(=O)[O-].[Sn+4].C(=O)([O-])C(O)C(O)C(=O)[O-]